Cl.C(C)N(CCC=1C(OC2=C(C(=CC=C2C1C)O)C=O)=O)CC 3-(2-(diethylamino)ethyl)-7-hydroxy-4-methyl-2-oxo-2H-chromene-8-carboxaldehyde hydrochloride